C(#N)C(NC(=O)[C@@H]1[C@H]2C([C@H]2CN1C([C@H](C(C)(C)C)NC(C(F)(F)F)=O)=O)(C)C)C=1C2=C(C=NC1)C=CN2C2CC2 (1R,2S,5S)-N-[cyano-(1-cyclopropylpyrrolo[3,2-c]pyridin-7-yl)methyl]-3-[(2S)-3,3-dimethyl-2-[(2,2,2-trifluoroacetyl)amino]butanoyl]-6,6-dimethyl-3-azabicyclo[3.1.0]hexane-2-carboxamide